1-butanaminium hydroxide [OH-].C(CCC)[NH3+]